OC[C@H](C1=CC=CC=C1)NC1=CC(=NC=C1C=1OC=NN1)NC=1C=C2C(C(OC(C2=CC1)=O)C)=C 6-((4-(((S)-2-hydroxy-1-phenylethyl)amino)-5-(1,3,4-oxadiazol-2-yl)pyridin-2-yl)amino)-3-methyl-4-methyleneisochroman-1-one